FC(OC=1C=C(C=CC1)CC(=O)NC1=CC=C(N=N1)CCCCN1N=NC(=C1)C(=O)N)(F)F 1-(4-(6-(2-(3-(trifluoromethoxy)phenyl)acetamido)pyridazin-3-yl)butyl)-1H-1,2,3-triazole-4-carboxamide